8-bromo-2-[5-bromo-2-(3-chloro-2-pyridyl)pyrazol-3-yl]-6-(trifluoromethyl)-3,1-benzoxazin-4-one BrC1=CC(=CC=2C(OC(=NC21)C=2N(N=C(C2)Br)C2=NC=CC=C2Cl)=O)C(F)(F)F